methyl 2-[(3S)-3-{[1-cyclohexyl-5-(2,6-dimethoxyphenyl)-1H-pyrazol-3-yl]formamido}-5-methylhexanamido]acetate C1(CCCCC1)N1N=C(C=C1C1=C(C=CC=C1OC)OC)C(=O)N[C@H](CC(=O)NCC(=O)OC)CC(C)C